CN(CCNC(OC1=CC=C(C=C1)C1=C(C=C2C(=N1)N(N=C2NC(C2=CN=CC=C2)=O)CCCCCC)Br)=O)C 4-(5-bromo-1-hexyl-3-(nicotinamido)-1H-pyrazolo[3,4-b]pyridin-6-yl)phenyl (2-(dimethylamino)ethyl)carbamate